ClC=1C=CC(=C(C1)C1=CC(=C(N=N1)C)NC1=CC(=NC=C1)NC(CCN1CC2(C1)CN(C2)C)=O)F N-(4-{[6-(5-chloro-2-fluorophenyl)-3-methylpyridazin-4-yl]amino}pyridin-2-yl)-3-{6-methyl-2,6-diazaspiro[3.3]heptan-2-yl}propanamide